6-methyl-1-(1-methyl-1H-pyrazol-5-yl)indolizine-7-carboxylic acid isopropyl ester C(C)(C)OC(=O)C=1C(=CN2C=CC(=C2C1)C1=CC=NN1C)C